3,3-Difluorocyclobutanecarboxylic acid 8-chloro-1-[trans-4-(pyridin-2-yloxy) cyclohexyl]-5,6-dihydro-4H-[1,2,4]triazolo[4,3-a][1]benzazepin-5-yl ester ClC=1C=CC2=C(CC(CC=3N2C(=NN3)[C@@H]3CC[C@H](CC3)OC3=NC=CC=C3)OC(=O)C3CC(C3)(F)F)C1